7-(2,4-difluorophenyl)-N4-methyl-N2-[3-(4-methylimidazol-1-yl)-1-bicyclo[1.1.1]pentyl]-5,6-dihydropyrrolo[2,3-d]pyrimidine-2,4-diamine FC1=C(C=CC(=C1)F)N1CCC2=C1N=C(N=C2NC)NC21CC(C2)(C1)N1C=NC(=C1)C